2-thia-1,3,7-triazaspiro[4.5]decane N1SNCC12CNCCC2